FC(C(=O)O)(F)F.NCC(CC=1N(C(NN1)=O)CC1=CC=C(C=C1)C=1C=NN(C1)CC)=C(F)F [2-(aminomethyl)-3,3-difluoro-allyl]-4-[[4-(1-ethylpyrazol-4-yl)phenyl]methyl]-1,2,4-triazol-3-one trifluoroacetate salt